2-(2-fluoro-5-isopropyl-8-oxothieno[2',3':4,5]pyrrolo[1,2-d][1,2,4]triazin-7(8H)-yl)-N-(pyridin-3-yl)acetamide FC1=CC2=C(C=C3N2C(=NN(C3=O)CC(=O)NC=3C=NC=CC3)C(C)C)S1